(7-(((5S,8S,10aR)-3-acetyl-8-(methyl(phenyl)carbamoyl)-6-oxodecahydro-pyrrolo[1,2-a][1,5]diazocin-5-yl)carbamoyl)naphthalen-2-yl)phosphonic acid C(C)(=O)N1CC[C@@H]2N(C([C@H](C1)NC(=O)C1=CC=C3C=CC(=CC3=C1)P(O)(O)=O)=O)[C@@H](CC2)C(N(C2=CC=CC=C2)C)=O